BrC1=C(C2=C(OCO2)C=C1)C(=O)OC methyl 5-bromobenzo[d][1,3]dioxole-4-carboxylate